tert-butyl 3-(dimethylamino)-3-(hydroxymethyl)azetidine-1-carboxylate CN(C1(CN(C1)C(=O)OC(C)(C)C)CO)C